C(CCCCC)C=1C=C(C=C(C1)CCCCCC)C(C)=O 3',5'-dihexylacetophenone